tert-butyl (S)-2-aminohexanoate N[C@H](C(=O)OC(C)(C)C)CCCC